L-phenylalanyl-L-hydroxyproline N[C@@H](CC1=CC=CC=C1)C(=O)N1[C@@H](C[C@@H](O)C1)C(=O)O